[Br-].C(C=C)(=O)N[N+](CCCCCCCCCCCCCCCC)(C)C acrylamidodimethyl-hexadecyl-ammonium bromide